FC(OC=1C=C2C=C(NC2=CC1OCC=1N=CSC1)CNC(=O)C1(CC1)C)F N-((5-(difluoromethoxy)-6-(thiazol-4-ylmethoxy)-1H-indol-2-yl)methyl)-1-methylcyclopropane-1-carboxamide